CC(CC(=O)N1C(CCCC1)C=1NC=C(N1)C1=CC=CC=C1)C 3-methyl-1-(2-(4-phenyl-1H-imidazol-2-yl)piperidin-1-yl)butan-1-one